The molecule is a hydracid and a one-carbon compound. It is a conjugate acid of a carbidoselenidonitrate(1-). It is a tautomer of a (methylidyneammoniumyl)selanide. [C-]#[N+][Se]